6-(2-(2-fluoro-4-((4-(morpholinomethyl)phenyl)ethynyl)phenyl)-3-(3-hydroxyazetidin-1-yl)propyl)-5-hydroxypyrimidin FC1=C(C=CC(=C1)C#CC1=CC=C(C=C1)CN1CCOCC1)C(CC1=C(C=NC=N1)O)CN1CC(C1)O